(3-(4-chloro-3-(trifluoromethyl)phenyl)ureido)-2,3,4,9-tetrahydro-1H-carbazole-5-carboxylic acid ClC1=C(C=C(C=C1)NC(NC1CCCC=2C=3C(=CC=CC3NC12)C(=O)O)=O)C(F)(F)F